(6-(hex-5-en-1-yl)-3-methyl-1-oxa-4-azaspiro[4.4]non-3-yl)methanol C(CCCC=C)C1C2(NC(CO2)(C)CO)CCC1